[C@H]12CN(C[C@H](CC1)N2)C=2C(=C(C1=CC=C(C(=C1C2)F)F)C2=C(C=1N=C(N=CC1C=N2)OC[C@]21CCCN1C[C@@H](C2)F)F)O (1R,5S)-3,8-diazabicyclo[3.2.1]octan-3-yl-8-fluoro-2-(((2R,7aS)-2-fluorohexahydro-1H-pyrrolizin-7a-yl)methoxy)pyrido[4,3-d]pyrimidin-7-yl-5,6-difluoronaphthalen-2-ol